BrC=1C=CC(=NC1)C(CCO[Si](C)(C)C(C)(C)C)N1N=CC(=C1)C1=CC=C(C=C1)NC(OC)=O Methyl (4-(1-(1-(5-bromopyridin-2-yl)-3-((tert-butyldimethylsilyl)oxy)propyl)-1H-pyrazol-4-yl)phenyl)carbamate